C(C)(C)(C)OC(NC12CC(C1)(C2)C(NCC(=O)C2=CC=C(C=C2)Cl)=O)=O (3-((2-(4-chlorophenyl)-2-oxoethyl)carbamoyl)bicyclo[1.1.1]pent-1-yl)carbamic acid tert-butyl ester